4'-(2H-tetrazol-5-yl)-5-(4-(4-(trifluoromethyl)phenyl)-1H-1,2,3-triazol-1-yl)-[1,1'-biphenyl]-3-carboxylic acid N=1NN=NC1C1=CC=C(C=C1)C1=CC(=CC(=C1)N1N=NC(=C1)C1=CC=C(C=C1)C(F)(F)F)C(=O)O